FC=1C=C(OC2=CC(=NC=C2)NC(N(C[C@H](C(F)(F)F)O)CC)=O)C=CC1F 3-[4-(3,4-difluorophenoxy)-2-pyridyl]-1-ethyl-1-[(2R)-3,3,3-trifluoro-2-hydroxy-propyl]urea